2-[(1Z)-5-fluoro-2-methyl-1-[(4-phenoxyphenyl)methylene]-1H-inden-3-yl]acetic acid FC=1C=C2C(=C(/C(/C2=CC1)=C/C1=CC=C(C=C1)OC1=CC=CC=C1)C)CC(=O)O